OC1C(CCCC1)NCCCN N-(2-hydroxycyclohexyl)-1,3-propanediamine